C1(=CC=CC=C1)C1=C2C(=NO1)C=CC(=C2)C2=NOC(N2)=O 3-(3-Phenylbenzo[c]isoxazol-5-yl)-1,2,4-oxadiazol-5(4H)-one